4-(2-((4'-(5-(trifluoromethyl)-1,2,4-oxadiazol-3-yl)-[2,2'-bipyridyl]-4-yl)oxy)ethyl)morpholine FC(C1=NC(=NO1)C1=CC(=NC=C1)C1=NC=CC(=C1)OCCN1CCOCC1)(F)F